(8S)-8-(2-fluorophenyl)-N-[(3S)-7,9-difluoro-2-oxo-1,3,4,5-tetrahydro-1-benzazepin-3-yl]-6,8-dihydro-5H-[1,2,4]triazolo[5,1-c][1,4]oxazine-2-carboxamide FC1=C(C=CC=C1)[C@@H]1OCCN2C1=NC(=N2)C(=O)N[C@@H]2C(NC1=C(CC2)C=C(C=C1F)F)=O